N[C@@]1(CN(CC1)C1=C(C=NC(=C1C1=CC(=CC(=C1)F)OC(F)F)C)C(=O)N[C@@H](C)C1CC1)C 4-[(3S)-3-amino-3-methylpyrrolidin-1-yl]-N-[(1S)-1-cyclopropylethyl]-5-[3-(difluoromethoxy)-5-fluorophenyl]-6-methylpyridine-3-carboxamide